CNCCNC1=NC=CC2=CC=C(C=C12)C1=NOC(=N1)C N-methyl-N'-[7-(5-methyl-1,2,4-oxadiazol-3-yl)-1-isoquinolyl]ethane-1,2-diamine